C1=C(C=C(C2=C1NC(=CC2=O)C(=O)O)Cl)Cl.O 5,7-dichlorokynurenic acid monohydrate